FC(CC[C@@H]1CN(C2=C(S([C@H]1F)(=O)=O)C=C(C(=C2)C(F)(F)F)OCC(C(=O)OC)(C)C)C2=CC=C(C=C2)F)(C)F |r| rac-Methyl 3-(((2R,3R)-3-(3,3-difluorobutyl)-2-fluoro-5-(4-fluorophenyl)-1,1-dioxido-7-(trifluoromethyl)-2,3,4,5-tetrahydrobenzo[b][1,4]thiazepin-8-yl)oxy)-2,2-dimethylpropanoate